NC1=CC=C(C=C1)N1CCC(CC1)N1CC2(CN(C2)C2=C3CN(C(C3=CC=C2)=O)C2C(NC(CC2)=O)=O)C1 3-(4-(6-(1-(4-aminophenyl)piperidin-4-yl)-2,6-diazaspiro[3.3]heptan-2-yl)-1-oxoisoindolin-2-yl)piperidine-2,6-dione